CC1(CCCCC1)NC(O)=O.C(N)(OC1(CCCCC1)C)=O 1-methylcyclohexyl carbamate (1-methylcyclohexyl carbamate)